1-(2-fluoro-3-trifluoromethoxy-benzyl)-3-spiro[2.3]hex-5-yl-urea FC1=C(CNC(=O)NC2CC3(CC3)C2)C=CC=C1OC(F)(F)F